Propen-1,3-Sulton C1=CCOS1(=O)=O